ClC1=C(C2=C(N=C(S2)C)C=C1)Cl 6,7-dichloro-2-methyl-1,3-benzothiazole